ClC1=CC=C(CS(=O)(=O)N2CC=C(CC2)C=2C=C(C(=NC2)C(=O)NCC(=O)O)O)C=C1 (5-(1-((4-chlorobenzyl)sulfonyl)-1,2,5,6-tetrahydropyridin-4-yl)-3-hydroxy-pyridine-2-carbonyl)glycine